O=C1N(CCC(N1)=O)C=1C=NC(=NC1)N1CCC(CC1)NC(C1=NC=C(C=C1)N1CCN(CC1)CC=1C=NC=2C=C(C(NC2C1)=O)CC)=O N-(1-(5-(2,4-dioxotetrahydropyrimidin-1(2H)-yl)pyrimidin-2-yl)piperidin-4-yl)-5-(4-((7-ethyl-6-oxo-5,6-dihydro-1,5-naphthyridin-3-yl)methyl)piperazin-1-yl)picolinamide